C(C)OP(=O)(OCC)CC1=CC=2N(C=C1)N=C(C2)C(=O)OCC ethyl 5-((diethoxyphosphoryl)methyl)pyrazolo[1,5-a]pyridine-2-carboxylate